ClC1=CC=C(OCC(=O)NC23CC(C2)(C3)C=3OC(=NN3)[C@@H]3C[C@H](C3)OC(F)(F)F)C=C1 2-(4-chlorophenoxy)-N-(3-(5-(trans-3-(trifluoromethoxy)cyclobutyl)-1,3,4-oxadiazol-2-yl)bicyclo[1.1.1]pent-1-yl)acetamide